C(C)(=O)C1=NC(=NC=C1C1=NC2=C(N1C1CC1)C=C(C=C2)C#N)Cl 2-(4-acetyl-2-chloropyrimidin-5-yl)-1-cyclopropyl-1H-benzo[d]imidazole-6-carbonitrile